C(C)(C)(C)OC(=O)N1CCC(CC1)CN1C[C@@H](CC1)SC1=CN2C([C@@H]([C@H]2[C@H]1C)[C@@H](C)O)=O (4R,5S,6S)-3-(((R)-1-((1-(tert-butoxycarbonyl)piperidin-4-yl)methyl)pyrrolidin-3-yl)thio)-6-((R)-1-hydroxyethyl)-4-methyl-7-oxo-1-azabicyclo[3.2.0]hept-2-ene